FC(C(=O)[O-])N(CCN(C(C(=O)[O-])F)C(C(=O)[O-])F)C(C(=O)[O-])F tetrafluoroethylenediaminetetraacetate